NCCC(=O)NC1=C(C=C(C=C1)C)C1=CC=C(C=C1)C(=O)NC=1SC=CC1C(=O)N (2'-(3-aminopropionamido)-5'-methyl-[1,1'-biphenyl]-4-carboxamido)thiophene-3-carboxamide